3-fluoroquinoline FC=1C=NC2=CC=CC=C2C1